N-(6-Amino-3-pyridyl)-2-[(2S,5R)-5-methyl-2-[2-(trifluoromethyl)-1,3-benzothiazol-5-yl]-1-piperidyl]-2-oxo-acetamide NC1=CC=C(C=N1)NC(C(=O)N1[C@@H](CC[C@H](C1)C)C=1C=CC2=C(N=C(S2)C(F)(F)F)C1)=O